FC=1C=C(C=CC1F)N1C(OCC[C@H]1C1=NC2=C(N1[C@H]1COCC1)C=CC(=C2)C=2C(=NOC2C)C)=O (S)-3-(3,4-difluorophenyl)-4-(5-(3,5-dimethylisoxazol-4-yl)-1-((R)-tetrahydrofuran-3-yl)-1H-benzo[d]imidazol-2-yl)-1,3-oxazinane-2-one